(R)-2-((3R,5R)-3,5-dimethylpiperazin-1-yl)-N-(3-(2-((2-fluoro-3-(methylsulfonyl)phenyl)amino)-5-methyl-pyrimidin-4-yl)-1H-indol-7-yl)-3-methoxypropanamide C[C@@H]1CN(C[C@H](N1)C)[C@@H](C(=O)NC=1C=CC=C2C(=CNC12)C1=NC(=NC=C1C)NC1=C(C(=CC=C1)S(=O)(=O)C)F)COC